C1CCCC12OCCC(C2)NC(N)=O 3-(6-oxaspiro[4.5]decan-9-yl)urea